(E)-4-((tert-butoxycarbonyl)(methyl)amino)but-2-ene-4,4-d2 C(C)(C)(C)OC(=O)N(C(/C=C/C)([2H])[2H])C